FC1=C(C(=O)O)C=C(C=C1F)C 2,3-difluoro-5-methyl-benzoic acid